COCCOCCOCCOC=CC 2,5,8,11-tetraoxatetradec-12-en